(4-(tert-butoxycarbonyl)piperazin-1-yl)-3-oxopropanoic acid C(C)(C)(C)OC(=O)N1CCN(CC1)C(C(=O)O)C=O